4-chloro-4,5-dimethyl-1,3-dioxolan-2-one ClC1(OC(OC1C)=O)C